(2R,3S)-2-(4-(cyclopentylamino)phenyl)-N-(4-methyl-3-(trifluoro-methyl)phenyl)-1-((2-(trifluoromethoxy)phenyl)sulfonyl)piperidine-3-carboxamide C1(CCCC1)NC1=CC=C(C=C1)[C@@H]1N(CCC[C@@H]1C(=O)NC1=CC(=C(C=C1)C)C(F)(F)F)S(=O)(=O)C1=C(C=CC=C1)OC(F)(F)F